4,5-difluoro-2-nitrobenzoate FC1=CC(=C(C(=O)[O-])C=C1F)[N+](=O)[O-]